5-(((4-((3-chloro-4-fluorophenyl)amino)-7-methoxyquinazolin-6-yl)amino)methyl)-2-(2,6-dioxopiperidin-3-yl)-4-fluoroisoindoline-1,3-dione ClC=1C=C(C=CC1F)NC1=NC=NC2=CC(=C(C=C12)NCC=1C(=C2C(N(C(C2=CC1)=O)C1C(NC(CC1)=O)=O)=O)F)OC